The molecule is a nitrosamine that is morpholine in which the hydrogen attached to the nitrogen is replaced by a nitroso group. A carcinogen and mutagen, it is found in snuff tobacco. It has a role as a carcinogenic agent and a mutagen. C1COCCN1N=O